S(CCC(=O)OC=C)CCC(=O)OC=C divinyl 3,3'-thiodipropionate